2,5-bis(mercaptomethyl)-dithiane SCS1SCC(CC1)CS